CC1CCC(CC1)OC([C@H](C)NP(=O)(OC1=CC=CC=C1)OC1=CC=C(C=C1)[N+](=O)[O-])=O (2S)-(1r,4S)-2-(((4-nitrophenoxy)(phenoxy)phosphoryl)amino)propanoic acid 4-methylcyclohexyl ester